COCCOC1=NN(C=C1[N+](=O)[O-])COCC[Si](C)(C)C 3-(2-methoxyethoxy)-4-nitro-1-((2-(trimethylsilyl)ethoxy)methyl)-1H-pyrazole